C1(CC1)C1CCN(CC1)C1=C(C=C(C=C1)NC=1N=C(C2=C(N1)SC=C2C)NC2=CC=CC(=N2)C(C)(C)O)OC 2-(6-((2-((4-(4-cyclopropylpiperidin-1-yl)-3-methoxyphenyl)amino)-5-methylthieno[2,3-d]pyrimidin-4-yl)amino)pyridin-2-yl)propan-2-ol